[C@H]1([C@H](O)[C@@H](O)[C@H](O)[C@H](O1)CO)O[C@@H](C=O)[C@@H](O)[C@@H](O)[C@H](O)CO 2-O-α-D-glucopyranosyl-D-galactose